tert-butyl (2S,5R)-4-((2-(dimethylphosphoryl)phenyl)(4-fluorophenyl)methyl)-2,5-dimethylpiperazine-1-carboxylate CP(=O)(C)C1=C(C=CC=C1)C(N1C[C@@H](N(C[C@H]1C)C(=O)OC(C)(C)C)C)C1=CC=C(C=C1)F